FC1=C(C=C(C=C1)C1=NN(C=C1F)CC1=CC=C(C=C1)OC)O 2-fluoro-5-(4-fluoro-1-(4-methoxybenzyl)-1H-pyrazol-3-yl)phenol